CC1=C(C=C(C=C1)C(C)C)C=CC 1-methyl-4-(1-methylethyl)-2-(1-propen-1-yl)-benzene